CC1C(C2=NC=CC=C2C(O1)=O)C 7,8-Dimethyl-7,8-dihydro-5H-pyrano[4,3-b]pyridin-5-one